6-{3-[(tert-butyldimethylsilyl)oxy]azetidin-1-yl}-3-nitro-N-(pyridin-4-yl)pyridin-2-amine [Si](C)(C)(C(C)(C)C)OC1CN(C1)C1=CC=C(C(=N1)NC1=CC=NC=C1)[N+](=O)[O-]